BrC1=NC=CC(=N1)CP(OCC)(OCC)=O diethyl (2-bromopyrimidin-4-yl)methylphosphonate